[(thiophen-2-yl)methyl]thieno[3,2-b]pyridin-7-amine hydrochloride Cl.S1C(=CC=C1)CC1=CC2=NC=CC(=C2S1)N